FC1=C(C=CC=C1)N(C([C@@H](C)OC1=CC=C(C=C1)O)=O)C (R)-2-(4-hydroxyphenoxy)propionic acid-N-(2-fluorophenyl)-N-methylamide